NC1=CC=C(C(=N1)C1=C(C=C2C(NC=NC2=C1)=O)Cl)C(F)(F)F 7-[6-amino-3-(trifluoromethyl)pyridin-2-yl]-6-chloro-3,4-dihydro-quinazolin-4-one